FC1=CC=C(C=C1)C1N=C(NC(=C1C(=O)OCC)C)NC1=C(C=C(C=C1)C(F)(F)F)OC Ethyl 4-(4-fluorophenyl)-2-((2-methoxy-4-(trifluoromethyl)phenyl)amino)-6-methyl-1,4-dihydropyrimidine-5-carboxylate